3-[4-(5-hept-6-ynyloxy-benzoimidazol-1-yl)-phenyl]-urea C(CCCCC#C)OC1=CC2=C(N(C=N2)C2=CC=C(C=C2)NC(N)=O)C=C1